C(C)OC1=NC=CC=C1C1=CC(=C2C(=N1)C(=NN2[C@@H](CC)C)C)NCC2=NOC(=N2)C (R)-5-(2-ethoxy-3-pyridinyl)-3-methyl-N-[(5-methyl-1,2,4-oxadiazol-3-yl)methyl]-1-[1-methylpropyl]pyrazolo[4,3-b]pyridin-7-amine